1-[4-chloro-5-(2,2,2-trifluoroethyl)-2-[4-(trifluoromethyl)phenyl]pyrimido[5,4-b]indol-8-yl]-N,N-dimethyl-methanamine ClC1=NC(=NC2=C1N(C=1C=CC(=CC21)CN(C)C)CC(F)(F)F)C2=CC=C(C=C2)C(F)(F)F